NC1(CCOCC1)C1=CC2=C(N=CN=C2N[C@H](C#C)C2=C(C(=CC=C2)C(F)(F)F)C)N(C1=O)C (R)-6-(4-aminotetrahydro-2H-pyran-4-yl)-8-methyl-4-((1-(2-methyl-3-(trifluoromethyl)phenyl)prop-2-yn-1-yl)amino)pyrido[2,3-d]pyrimidin-7(8H)-one